tert-butyl (4-(4-(3-(3-(tert-butyl)-phenyl-1H-pyrazol-5-yl)ureido)-3-(methylthio)phenoxy)pyridin-2-yl)carbamate C(C)(C)(C)C=1C=C(C=CC1)N1N=CC=C1NC(NC1=C(C=C(OC2=CC(=NC=C2)NC(OC(C)(C)C)=O)C=C1)SC)=O